8-(3-((S)-2-((6-oxo-5-(trifluoromethyl)-1,6-dihydropyridazin-4-yl)amino)propoxy)propionyl)-3-(Trifluoromethyl)-6,6a,7,8,9,10-hexahydro-5H-pyrazino[1,2-a][1,8]naphthyridin-5-one O=C1C(=C(C=NN1)N[C@H](COCCC(=O)N1CC2N(C=3N=CC(=CC3C(C2)=O)C(F)(F)F)CC1)C)C(F)(F)F